dodecyl-chlorobenzimidazole C(CCCCCCCCCCC)C1=CC=CC=2N=C(NC21)Cl